[Si](O)(O)(O)O.C[Si](N[Si](C)(C)C)(C)C Hexamethyldisilazane Orthosilicate